1-(benzylsulfonyl)-3-((dimethylamino)methyl)-4-(3-(methoxy-d3)phenyl)piperidin-4-ol C(C1=CC=CC=C1)S(=O)(=O)N1CC(C(CC1)(O)C1=CC(=CC=C1)OC([2H])([2H])[2H])CN(C)C